((2R,4S)-4-azidopyrrolidin-2-yl)methoxide hydrochloride Cl.N(=[N+]=[N-])[C@H]1C[C@@H](NC1)C[O-]